COC(/C(=C/OC)/OC1=C(C=CC(=C1)N1N=C(C=C1)C(C)C)C)=O (Z)-2-[5-(3-isopropylpyrazol-1-yl)-2-methyl-phenoxy]-3-Methoxy-prop-2-enoic acid methyl ester